C(C)(C)(C)OC(NCCCCCC(=O)N1CC[C@@H](C2=CC=CC=C12)C(N[C@@H]1C(NC(CC1)=O)=O)=O)=O.CC1=NC2=C(N1)C=C(C=C2)OC2=NC1=CC=CC=C1N=C2 [(2-methyl-1H-1,3-benzodiazol-6-yl)oxy]quinoxaline tert-butyl-N-[6-[(4S)-4-[[(3S)-2,6-dioxopiperidin-3-yl]carbamoyl]-3,4-dihydroquinolin-1(2H)-yl]-6-oxohexyl]carbamate